5-nitro-2'-(((2S,3R,4S,5R,6R)-3,4,5-trihydroxy-6-(hydroxymethyl)tetrahydro-2H-pyran-2-yl)oxy)-[1,1'-biphenyl] [N+](=O)([O-])C=1C=CC=C(C1)C1=C(C=CC=C1)O[C@@H]1O[C@@H]([C@@H]([C@@H]([C@H]1O)O)O)CO